(6,7-dimethoxy-1,3-benzodioxol-5-yl)propan-2-amine COC=1C(=CC2=C(OCO2)C1OC)CC(C)N